ethyl 2-((2,6-difluorobenzyl)(methoxycarbonyl)amino)-4-methyl-5-(4-nitrophenyl)thiophene-3-carboxylate FC1=C(CN(C=2SC(=C(C2C(=O)OCC)C)C2=CC=C(C=C2)[N+](=O)[O-])C(=O)OC)C(=CC=C1)F